2-(6-((2R,6R)-2,6-diethylmorpholino)-2-methylpyridin-3-yl)spiro[3.3]heptane-2,6-diamine C(C)[C@H]1O[C@@H](CN(C1)C1=CC=C(C(=N1)C)C1(CC2(C1)CC(C2)N)N)CC